N-{[3-(4-{[(3S,4R)-3-fluoro-1-methylpiperidin-4-yl]amino}-1-(2,2,2-trifluoroethyl)-1H-indol-2-yl)-1,2,4-oxadiazol-5-yl]methyl}-2-(4-methyloxan-4-yl)-1,3-thiazole-4-carboxamide F[C@H]1CN(CC[C@H]1NC1=C2C=C(N(C2=CC=C1)CC(F)(F)F)C1=NOC(=N1)CNC(=O)C=1N=C(SC1)C1(CCOCC1)C)C